C(=O)O.FC(C(=O)O)(F)F.CC1=C(C=CC(=N1)N)C(F)(F)F 6-methyl-5-(trifluoromethyl)pyridin-2-amine 2,2,2-trifluoroacetate formate